O=C1NC=CC2=CC(=C3C(=C12)CCO3)C(=O)N 1-oxo-1,2,8,9-tetrahydrofuro[2,3-h]isoquinoline-6-carboxamide